3-pyridine-hydrazide N1=CC(=CC=C1)C(=O)NN